C(C)(C)(C)OC(=O)N[C@@H](C(C)C)C(=O)OC[C@H]1O[C@@]([C@@H]([C@@H]1OC(C)=O)O)(C#N)C1=CC=C2C(=NC=NN21)N ((2R,3S,4R,5R)-3-acetoxy-5-(4-aminopyrrolo[2,1-f][1,2,4]triazin-7-yl)-5-cyano-4-hydroxytetrahydrofuran-2-yl)methyl (tert-butoxycarbonyl)-L-valinate